3-(pyrrolidin-1-ylmethyl)-5-(trifluoromethyl)aniline N1(CCCC1)CC=1C=C(N)C=C(C1)C(F)(F)F